N[C@H](C(=O)OC(C)(C)C)CCCNC(=N)N Tert-butyl (2S)-2-amino-5-guanidino-pentanoate